N-(5-(6-bromobenzo[d]oxazol-2-yl)-8-(methylamino)-2,7-naphthyridin-3-yl)cyclopropanecarboxamide BrC1=CC2=C(N=C(O2)C2=C3C=C(N=CC3=C(N=C2)NC)NC(=O)C2CC2)C=C1